COC(=O)C1=NC(=CC(=C1)N1CCCC1)N(CCC)C(C)C 6-[Isopropyl-(propyl)amino]-4-(pyrrolidin-1-yl)pyridine-2-carboxylic acid methyl ester